2-methyl-3-hydroxypropionaldehyde CC(C=O)CO